2-(4-(3-(pyrrolidin-1-yl)propoxy)phenyl)-5-methoxy-4H-benzopyran-4-one N1(CCCC1)CCCOC1=CC=C(C=C1)C=1OC2=C(C(C1)=O)C(=CC=C2)OC